magnesium silicate lithium salt [Li+].[Si]([O-])([O-])([O-])O.[Mg+2]